5-bromo-1-((tetrahydro-2H-pyran-2-yl)methyl)pyrimidin-2(1H)-one BrC=1C=NC(N(C1)CC1OCCCC1)=O